[N+](=O)([O-])C1=CC=C(C=C1)N1CCC(CC1)C1=CC=CC=C1 N-(4-nitrophenyl)-4-phenylpiperidine